ClC1=NC(=CC(=C1)S(=O)(=O)C(CC)CC)Cl 2,6-dichloro-4-(1-ethylpropylsulfonyl)pyridine